CN1N=C(C2=C1C(NCC2)=O)C(=O)NCC2=CC=C(C=C2)C 1-methyl-N-(4-methylbenzyl)-7-oxo-4,5,6,7-tetrahydro-1H-pyrazolo[3,4-c]pyridine-3-carboxamide